C(C)(C)(C)C1=CC=C(C=C1)C(CC1=CC=C(C=C1)C(C)(C)C)O (-)-1,2-Bis(4-(tert-butyl)phenyl)ethan-1-ol